C(CCCCCCCCC=C)(=O)NCCC[NH2]=O undecylenamidopropylamine oxide